Tert-butyl-[(2,2-difluoropent-4-en-1-yl)oxy]diphenylsilane C(C)(C)(C)[Si](C1=CC=CC=C1)(C1=CC=CC=C1)OCC(CC=C)(F)F